6-fluoro-3,4-dihydroquinoline FC=1C=C2CCC=NC2=CC1